BrC1=CC(=CC=2C3=CC(=CC=C3NC12)CCCC)CCCC 1-bromo-3,6-di-n-butylcarbazole